FC1=CC=C(C=C1)[C@H]1C2=C(N(C([C@H]1NC(C1=CC(=CC=C1)C)=O)=O)CC(C)=O)N(N=C2C)C2=CC=CC=C2 N-[(4S,5S)-4-(4-fluorophenyl)-3-methyl-6-oxo-7-(2-oxopropyl)-1-phenyl-1H,4H,5H,6H,7H-pyrazolo[3,4-b]pyridin-5-yl]-3-methylbenzamide